ClCC=1C=CC(N(C1)C=1C=NC(=CC1)N[C@@H]1C[C@H](CC1)NC(OC(C)(C)C)=O)=O tert-Butyl ((1S,3S)-3-((5-(chloromethyl)-2-oxo-2H-[1,3'-bipyridin]-6'-yl)amino)cyclopentyl)carbamate